1-(6-(3-(1H-benzo[d]imidazol-2-yl)azetidin-1-yl)-2-methylpyrimidin-4-yl)-4-isobutylpyrrolidin-2-one N1C(=NC2=C1C=CC=C2)C2CN(C2)C2=CC(=NC(=N2)C)N2C(CC(C2)CC(C)C)=O